N1CCC1 (S)-azetidin